13Z-Nonadecenal C(C=CCCCCCCCCCCCCCCCC)=O